m-[4-(1,1-dioxo-1λ6,4-thiazinan-4-yl)-1,3,5-triaza-6-naphthyl]benzenesulfonamide O=S1(CCN(CC1)C1=NC=NC2=CC=C(N=C12)C=1C=C(C=CC1)S(=O)(=O)N)=O